OC=1C=C(C=CC1OC)/C=C/C(=O)C1=CC=C(C=C1)OCCC (E)-3-(3-Hydroxy-4-methoxyphenyl)-1-(4-propoxyphenyl)prop-2-en-1-one